5-((1S,2R)-1-(5-chloro-7-methoxy-1,1-dioxidobenzo[d]isothiazol-2(3H)-yl)-2-(6-fluoro-2,3-dimethylphenyl)propyl)-1,3,4-oxadiazol-2(3H)-one ClC=1C=C(C2=C(CN(S2(=O)=O)[C@@H]([C@H](C)C2=C(C(=CC=C2F)C)C)C2=NNC(O2)=O)C1)OC